S1C(CCC1)C1SCCC1 bithiolane